(R)-2-amino-N-((R)-1-(((R)-5-amino-1-(3-benzyl-1,2,4-oxadiazol-5-yl)pentyl)amino)-3-(4-hydroxy-2,6-dimethylphenyl)-1-oxopropan-2-yl)-5-guanidino-valeramide N[C@@H](C(=O)N[C@@H](C(=O)N[C@H](CCCCN)C1=NC(=NO1)CC1=CC=CC=C1)CC1=C(C=C(C=C1C)O)C)CCCNC(=N)N